C(CC)(=O)O[C@H]1CC[C@@H]2[C@@]1(CC[C@@H]1[C@]3(CCC=4N=C(SC4C3=CC[C@@H]21)N(C2=CC=CC=C2)C)C)C (5aR,5bS,7aS,8S,10aS,10bR)-5a,7a-dimethyl-2-(methyl(phenyl)amino)-5,5a,5b,6,7,7a,8,9,10,10a,10b,11-dodecahydro-4H-cyclopenta[7,8]phenanthro[2,1-d]thiazol-8-yl propionate